ClC=1C(N(C(=CC1OCC1=NC=C(C=C1F)F)C)C1=CC(=NC=C1C)N1N=C(C=C1)C(CO)(C)C)=O 3-chloro-4-[(3,5-difluoropyridin-2-yl)methoxy]-2'-[3-(1-hydroxy-2-methylpropan-2-yl)pyrazol-1-yl]-5',6-dimethyl-[1,4'-bipyridin]-2-one